tert-butyl (5-(cyclopropyl(hydroxy)methyl)-4-(3,4-difluorophenyl)thiazol-2-yl)carbamate C1(CC1)C(C1=C(N=C(S1)NC(OC(C)(C)C)=O)C1=CC(=C(C=C1)F)F)O